(S)-N-(5-(4-(2-Methoxyethoxy)-6-(3-methoxytetrahydrofuran-3-yl)pyridin-2-yl)-7-methylpyrrolo[1,2-c]pyrimidin-3-yl)acetamide COCCOC1=CC(=NC(=C1)[C@@]1(COCC1)OC)C=1C=C(N2C=NC(=CC21)NC(C)=O)C